C(C1=CC=CC=C1)OC1=NC(=CC=C1C1=NN(C2=C(C=CC=C12)N1CCN(CC1)[C@H](COC1CCC(CC1)OC=1C(=C(C=CC1)O)C)C)C)OCC1=CC=CC=C1 3-(((1s,4r)-4-((S)-2-(4-(3-(2,6-bis(benzyloxy)pyridin-3-yl)-1-methyl-1H-indazol-7-yl)piperazin-1-yl)propoxy)cyclohexyl)oxy)-2-methylphenol